NC1=NC=CC(=N1)C=1C2=C(C(=NC1)NCC=1C=C(C(=O)NCCCOC([2H])([2H])[2H])C=CC1)CCO2 3-(((7-(2-Aminopyrimidin-4-yl)-2,3-dihydrofuro[3,2-c]pyridin-4-yl)amino)methyl)-N-(3-(methoxy-d3)propyl)benzamid